2,4-dichloro-9-fluorenone ClC1=CC=2C(C3=CC=CC=C3C2C(=C1)Cl)=O